tert-butyl 4-{2-[4-(4-chlorophenyl)-2-(6-methoxypyridin-3-yl)-5-(pyridin-4-yl)-1H-imidazol-1-yl]acetyl}piperazine-1-carboxylate ClC1=CC=C(C=C1)C=1N=C(N(C1C1=CC=NC=C1)CC(=O)N1CCN(CC1)C(=O)OC(C)(C)C)C=1C=NC(=CC1)OC